2,6-diaminonicotinic acid NC1=C(C(=O)O)C=CC(=N1)N